FC=1C=C(C=CC1)CC(=O)N[C@H](C(=O)O)CCN(CCCCC1=NC=2NCCCC2C=C1)CCOC1=CC=CC=C1 (S)-2-(2-(3-fluorophenyl)acetamido)-4-((2-phenoxyethyl)(4-(5,6,7,8-tetrahydro-1,8-naphthyridin-2-yl)butyl)amino)butanoic acid